C(C)(C)(C)SC1=C(N(C2=CC=C(C=C12)OC)CC1=CC=C(C=C1)Cl)CC(C(=O)O)(C)C 3-(3-(tert-butylthio)-1-(4-chlorobenzyl)-5-methoxy-1H-indol-2-yl)-2,2-dimethylpropanoic acid